FC(COC=1C=C(C(=NC1)C=1N=C2N(C=NC(=C2)SC(F)(F)F)C1)S(=O)(=O)CC)F 2-[5-(2,2-difluoroethoxy)-3-ethylsulfonyl-2-pyridinyl]-7-(trifluoromethylsulfanyl)imidazo[1,2-c]pyrimidine